(S)-(4-(benzyloxy)-5-methoxy-2-nitrophenyl)(5-(hydroxymethyl)-6-azaspiro[2.5]octan-6-yl)methanone C(C1=CC=CC=C1)OC1=CC(=C(C=C1OC)C(=O)N1[C@@H](CC2(CC2)CC1)CO)[N+](=O)[O-]